COC(=O)C1=NC(=C(C=C1N)C(F)(F)F)Br.NC(C(C(=O)N)C)C=1C=C(C=CC1F)NC(C1=C(C=CC(=C1)C(F)(F)F)OC1=C(C=C(C=C1)F)C)=O N-(3-(1,3-Diamino-2-methyl-3-oxopropyl)-4-fluorophenyl)-2-(4-fluoro-2-methylphenoxy)-5-(trifluoromethyl)benzamide methyl-3-amino-6-bromo-5-(trifluoromethyl)pyridine-2-carboxylate